FC1=C(C=CC=C1)N1N=C(C=C1C=1SC(=CC1)F)OCC(=O)OC Methyl {[1-(2-fluorophenyl)-5-(5-fluoro-2-thienyl)-1H-pyrazol-3-yl]oxy}acetate